benzyl (2S,3R,4S)-2-[[3-[2-(3-tert-butoxy-3-oxo-propoxy)-3,5-difluoro-phenyl]-2-fluoro-phenyl]methyl]-4-fluoro-3-(fluoromethylsulfonylamino)piperidine-1-carboxylate C(C)(C)(C)OC(CCOC1=C(C=C(C=C1F)F)C=1C(=C(C=CC1)C[C@@H]1N(CC[C@@H]([C@@H]1NS(=O)(=O)CF)F)C(=O)OCC1=CC=CC=C1)F)=O